C(#N)C1=C(C(=O)OC)C=CC(=C1)N1C[C@@H](CC1)CO Methyl (R)-2-cyano-4-(3-(hydroxymethyl)pyrrolidin-1-yl)benzoate